bis-(4-nitrophenyl) adipate C(CCCCC(=O)OC1=CC=C(C=C1)[N+](=O)[O-])(=O)OC1=CC=C(C=C1)[N+](=O)[O-]